2-(4-nitrophenylethynyl)aniline tert-butyl-(R)-2-(((1-methyl-5-(2-((5-methylpyrazin-2-yl)amino)pyrazolo[1,5-a]pyridin-5-yl)-1H-pyrazol-4-yl)oxy)methyl)azetidine-1-carboxylate C(C)(C)(C)OC(=O)N1[C@H](CC1)COC=1C=NN(C1C1=CC=2N(C=C1)N=C(C2)NC2=NC=C(N=C2)C)C.[N+](=O)([O-])C2=CC=C(C=C2)C#CC2=C(N)C=CC=C2